BrC1=CN=C(C2=NC=CN=C21)NC[C@@H](COC)O (S)-1-((8-bromopyrido[3,4-b]pyrazin-5-yl)amino)-3-methoxypropan-2-ol